O=C(CCN[C@H](C)C(=O)O)NC(C1=CC=CC=C1)(C1=CC=CC=C1)C1=CC=CC=C1 (3-oxo-3-(tritylamino)propyl)-D-alanine